OCCC(=O)O Beta-hydroxypropionic acid